CC1=NN(C(=N1)C)CC=1C=C(C=CC1OC)B(O)O (3-[(3,5-DIMETHYL-1H-1,2,4-TRIAZOL-1-YL)METHYL]-4-METHOXYPHENYL)BORANEDIOL